C(\C=C\C(=O)N)(=O)N fumaric acid diamide